[Cl-].C(C(=C)C)(=O)NCCC[N+](CCCCCCCCCCCCCCCCCC)(C)C N-methacrylamidopropyl-N,N-dimethyl-N-octadecylammonium chloride